diphenyl cyanato phosphate P(=O)(OC1=CC=CC=C1)(OC1=CC=CC=C1)OOC#N